4-bromo-5-methoxy-1-methylpyridin-2(1H)-one BrC1=CC(N(C=C1OC)C)=O